α-Methoxyisobutyric Acid COC(C(=O)O)(C)C